ClC1=NC=CC(=N1)C1=C(N2C(=NC(=C(C2=O)C(C)C)C)S1)C1=CC=CC=C1 2-(2-Chloro-pyrimidin-4-yl)-6-isopropyl-7-methyl-3-phenyl-thiazolo[3,2-a]pyrimidin-5-one